C[Si](C12C3CCCC2C31)(C)C trimethyl-(tricyclo[4.1.0.0(2,7)]hept-1-yl)silane